C(C1=CC=CC=C1)O[C@@H]1C[C@H](OC(CCCCC)=O)O[C@@H]([C@H]1OCC1=CC=CC=C1)COCC1=CC=CC=C1 3,4,6-Tri-O-Benzyl-1-O-(2-Ethyl)Butyryl-2-Deoxy-β-D-Glucopyranose